2-(4-amino-2,6-dichlorophenoxy)-N-methyl-5-nitropyridin-4-amine NC1=CC(=C(OC2=NC=C(C(=C2)NC)[N+](=O)[O-])C(=C1)Cl)Cl